FC=1C=C(C=C(C1)F)N1C=C(C=2C(CCCC12)O)C#N (3,5-difluorophenyl)-4-hydroxy-4,5,6,7-tetrahydro-1H-indole-3-carbonitrile